(S)-alpha-fluoro-3-chlorophenyl-ethanol F[C@](C)(O)C1=CC(=CC=C1)Cl